CN(CCNCC1=C(N=C(S1)N)C1=CC(=C(C=C1)F)F)C dimethyl-N'-(2-amino-4-(3,4-difluorophenyl)thiazol-5-yl-methyl)ethylenediamine